carbon nitrogen sulfur iron [Fe].[S].[N].[C]